butylamine-d C(CCC)N[2H]